5-bromo-3-(6,7-dihydro-5H-cyclopenta[c]pyridin-5-yloxy)pyrazin-2-amine BrC=1N=C(C(=NC1)N)OC1CCC=2C=NC=CC21